ClC=1C=CC=C2C=CC=C(C12)N1CC=2N=C(N=C(C2CC1)N1CC(N(CC1)C(C(=C)C)=O)CC#N)OCC1(CC1)N1CCN(CC1)C 2-(4-(7-(8-chloronaphthalen-1-yl)-2-((1-(4-methylpiperazin-1-yl)cyclopropyl)methoxy)-5,6,7,8-tetrahydropyrido[3,4-d]pyrimidin-4-yl)-1-methacryloylpiperazin-2-yl)acetonitrile